CN1C(=NC2=C1C=C(C=C2C)C2=CC=C(CN1CC3(CN(C3)C(=O)OC(C)(C)C)C1)C=C2)C2=CC=C(C=C2)S(=O)(=O)C tert-butyl 6-(4-(1,4-dimethyl-2-(4-(methylsulfonyl)phenyl)-1H-benzo[d]imidazol-6-yl)benzyl)-2,6-diazaspiro[3.3]heptane-2-carboxylate